(E)-1,3-bis(4-hydroxyphenyl)prop-2-en-1-one OC1=CC=C(C=C1)C(\C=C\C1=CC=C(C=C1)O)=O